FC=1C=C(C=CC1OC1=CC=NC2=CC=C(C=C12)OC)NC(=O)C1=C2C(=CN(C1=O)C1=CC=C(C=C1)F)CCO2 N-(3-fluoro-4-((6-methoxyquinolin-4-yl)oxy)phenyl)-5-(4-fluorophenyl)-6-oxo-2,3,5,6-tetrahydrofuro[3,2-c]pyridine-7-carboxamide